COC=1C(=CC2=C(N(CC(N(S2(=O)=O)C)C)C2=CC=CC=C2)C1)C=1C=C(C(=O)O)C=CC1 3-(7-methoxy-2,3-dimethyl-1,1-dioxido-5-phenyl-2,3,4,5-tetrahydrobenzo[f][1,2,5]thiadiazepin-8-yl)benzoic acid